N1(CCOCC1)C=1C2=C(N=CN1)SC(=N2)N2CCC(CC2)NC(=O)C2=NC=CC(=C2)CN2C[C@@H](CCC2)NC(OC(C)(C)C)=O tert-butyl N-[(3R)-1-{[2-({1-[7-(morpholin-4-yl)-[1,3]thiazolo[5,4-d]pyrimidin-2-yl]piperidin-4-yl}carbamoyl)pyridin-4-yl]methyl}piperidin-3-yl]carbamate